2-((5-amino-7-fluoroimidazo[1,2-c]quinazolin-2-yl)methyl)-4-fluorophenol NC1=NC=2C(=CC=CC2C=2N1C=C(N2)CC2=C(C=CC(=C2)F)O)F